F[C@@H]1CC=2N(C=NC2C(C(NC=2SC=CN2)=O)N2N=C3C(=C(C=C(C3=C2)C)C2=CC=C(C=C2)C2CCN(CC2)C(=O)OC(C)(C)C)C)C1 tert-butyl 4-(4-(2-(1-((R)-6-fluoro-6,7-dihydro-5H-pyrrolo[1,2-c]imidazol-1-yl)-2-oxo-2-(thiazol-2-ylamino)ethyl)-4,7-dimethyl-2H-indazol-6-yl)phenyl)piperidine-1-carboxylate